BrC1=CC(=C(C(=C1)C)C(C=1NC(=C2CCCCC12)C(=O)OCC)C=1NC(=C2CCCCC12)C(=O)OCC)C diethyl 3,3'-((4-bromo-2,6-dimethylphenyl)methylene)bis(4,5,6,7-tetrahydro-2H-isoindole-1-carboxylate)